FC1(CCC(C2=CN=C(C3=C(C=CC(OC=4C(=CC=5NC=CC5C4CCC(NC1)=O)F)=C3)F)N2)C=2C=C(C=CC2)CCC(=O)O)F 3-[3-(9,9,22,28-Tetrafluoro-12-oxo-24-oxa-3,11,19,30-tetrazapentacyclo[23.3.1.12,5.015,23.016,20]triaconta-1(28),2,4,15(23),16(20),17,21,25(29),26-nonaen-6-yl)phenyl]propanoic acid